3-chloro-4-((1-(pyridin-2-yl)propyl)amino)-N-(thiazol-2-yl)benzenesulfonamide Lithium ((4-methoxyphenyl)sulfonyl)-L-prolinate COC1=CC=C(C=C1)S(=O)(=O)N1[C@@H](CCC1)C(=O)[O-].[Li+].ClC=1C=C(C=CC1NC(CC)C1=NC=CC=C1)S(=O)(=O)NC=1SC=CN1